N-[5-[[2-(3,3-dimethylazetidin-1-yl)acetyl]amino]-2-methyl-3-pyridyl]-6-(2-methylpyrimidin-5-yl)triazolo[1,5-a]pyridine-3-carboxamide CC1(CN(C1)CC(=O)NC=1C=C(C(=NC1)C)NC(=O)C=1N=NN2C1C=CC(=C2)C=2C=NC(=NC2)C)C